4'-[thiobismethylene]bis[2,6-bis(1,1-dimethylethyl)phenol] S(CC=1C(=C(C(=CC1)C(C)(C)C)O)C(C)(C)C)CC=1C(=C(C(=CC1)C(C)(C)C)O)C(C)(C)C